[N+](=O)([O-])C1=CC=CC(=N1)S(=O)(=O)N 6-nitropyridine-2-sulfonamide